C(C)(C)(C)C1=NNC(=C1)B(O)O 3-TERT-BUTYL-1H-PYRAZOLE-5-BORONIC ACID